C(N)(=O)C=1C=C(C=CC1)C1=CC(=CC=C1)C=1N=C(SC1)NC(=O)[C@H]1N(CC1)C(=O)C1=CN(C=C1)S(=O)(=O)C (S)-N-(4-(3'-carbamoyl-[1,1'-biphenyl]-3-yl)thiazol-2-yl)-1-(1-(methylsulfonyl)-1H-pyrrole-3-carbonyl)azetidine-2-carboxamide